5-(4,6-dichloro-5-hydroxypicolinamido)-N-((3-(trifluoromethyl)pyridin-2-yl)methyl)thiazole-4-carboxamide ClC1=CC(=NC(=C1O)Cl)C(=O)NC1=C(N=CS1)C(=O)NCC1=NC=CC=C1C(F)(F)F